6-(difluoromethyl)-5,6,7,8-tetrahydroimidazo[1,2-a]pyridine-3-carboxylic acid FC(C1CCC=2N(C1)C(=CN2)C(=O)O)F